FC=1C=CC(=C(C(=O)NCC2=CC=C(C=C2)C2=CC(=C3C=NNC3=C2C(=O)N)N2[C@@H](CCC2)C)C1)OC (R)-6-(4-((5-fluoro-2-methoxybenzoylamino)methyl)phenyl)-4-(2-methylpyrrolidin-1-yl)-1H-indazole-7-carboxamide